(R,S)-3-(1-(4-Hydroxypiperidin-4-yl)ethyl)-6-phenylpyrimidin OC1(CCNCC1)[C@@H](C)N1CN=C(C=C1)C1=CC=CC=C1